2-aminohept-4-ene-1,7-dioate NC(C(=O)[O-])CC=CCC(=O)[O-]